FC1=C(C(=CC=C1C#CC(CNC)C)O)N1CC(NS1(=O)=O)=O 5-(2-fluoro-6-hydroxy-3-(3-methyl-4-(methylamino)but-1-yn-1-yl)phenyl)-1,2,5-thiadiazolidin-3-one 1,1-dioxide